C(#C)C1=C2C(=CC(=CC2=CC=C1F)O)C1=C(C=2N=C(N=C(C2C=N1)N1C(COCCC1)C)OC[C@]12CCCN2C[C@@H](C1)F)F 5-ethynyl-6-fluoro-4-(8-fluoro-2-(((2R,7aS)-2-fluorotetrahydro-1H-pyrrolizin-7a(5H)-yl)methoxy)-4-(3-methyl-1,4-oxazepan-4-yl)pyrido[4,3-d]pyrimidin-7-yl)naphthalen-2-ol